FC1(CCC2=C(C=CC=C12)[C@@H](C)N)F (R)-1-(1,1-Difluoro-2,3-dihydro-1H-inden-4-yl)ethane-1-amine